C(C)(C)(C)OC(CN1N=C(C2=CC(=CC=C12)C(=O)OC)C#N)=O Methyl 1-(2-(tert-butoxy)-2-oxoethyl)-3-cyano-1H-indazole-5-carboxylate